O1CCC(C2=CC=CC=C12)OC1=CC=CC(=N1)S(=O)(=O)NC(=O)C=1C(=NC=CC1)N1C(CC(C1)C)(C)C N-[(6-Chroman-4-yloxy-2-pyridyl)sulfonyl]-2-(2,2,4-trimethylpyrrolidin-1-yl)pyridin-3-carboxamid